6-[3-(5-methoxymethyl-isoxazol-3-yl)-[1,2,4]triazolo[3,4-a]phthalazin-6-ylhydroxymethyl]-N,N-dimethyl-nicotinamide COCC1=CC(=NO1)C1=NN=C2N1N=C(C1=CC=CC=C21)C(C2=NC=C(C(=O)N(C)C)C=C2)O